(M)-(4-(4-(aminomethyl)-8-chloro-1-oxo-1,2-dihydrophthalazin-6-yl)-1-methyl-1H-pyrazol-5-yl)-3-fluoro-1-naphthonitrile NCC1=NNC(C2=C(C=C(C=C12)C=1C=NN(C1C1=C(C2=CC=CC=C2C=C1F)C#N)C)Cl)=O